2,4-dihydro-2-methyl-3H-1,2,4-triazol-3-one CN1N=CNC1=O